C(CC\C=C\C)=O (E)-4-hexenal